N[C@H](C(=O)NC1=C(C=C(C=C1)[C@@H]([C@H](C(=O)N1CCC(CC1)=C(F)F)NC(CC)=O)C)F)C1CCCCCC1 N-[(2R,3S)-3-{4-[(2S)-2-amino-2-cycloheptylacetamido]-3-fluorophenyl}-1-[4-(difluoromethylidene)piperidin-1-yl]-1-oxobutan-2-yl]propanamide